tert-butyl 4-(benzylamino)-4-cyano-2-methylbut-2-ylcarbamate C(C1=CC=CC=C1)NC(CC(C)(C)NC(OC(C)(C)C)=O)C#N